C(=O)(O)C1=CC(=C(C=C1)N1CC2=CC=CC=C2CC1)C 2-(4-carboxy-2-methylphenyl)-3,4-dihydroisoquinoline